((4aS,8aR,9aS)-hexahydro-1H,3H-pyrano[3,4-b]pyrrolizin-8a(6H)-yl)methanol C1OCC[C@H]2[C@@H]1C[C@]1(CCCN21)CO